2-(m-Tolyl)benzo[d]oxazole-5-carboxylic acid C1(=CC(=CC=C1)C=1OC2=C(N1)C=C(C=C2)C(=O)O)C